4-(pyrrolidin-1-yl)-butanol N1(CCCC1)CCCCO